(4-(2-cyano-7-((5-cyclopropyl-7-methyl-1H-indol-4-yl)methyl)-7-azaspiro[3.5]nonan-6-yl)benzoyl)glycine C(#N)C1CC2(C1)CC(N(CC2)CC2=C1C=CNC1=C(C=C2C2CC2)C)C2=CC=C(C(=O)NCC(=O)O)C=C2